(E)-N-((3-(4-methoxyphenyl)bicyclo[1.1.1]pentan-1-yl)methylene)-2-methylpropane-2-sulfinamide COC1=CC=C(C=C1)C12CC(C1)(C2)\C=N\S(=O)C(C)(C)C